4-(4-amino-6-(2-chloro-4-(2-fluoroacrylamido)phenyl)pyrazolo[5,1-f][1,2,4]triazin-5-yl)-2-methoxy-N-(1-(trifluoromethyl)cyclopropyl)benzamide NC1=NC=NN2C1=C(C(=N2)C2=C(C=C(C=C2)NC(C(=C)F)=O)Cl)C2=CC(=C(C(=O)NC1(CC1)C(F)(F)F)C=C2)OC